C1(CCCCC1)C1C(CC(CC1)C)(C(=O)[O-])C1CCCCC1 dicyclohexyl-5-methylcyclohexylformate